(1R,5S)-3-(2-(1H-pyrazol-4-yl)ethyl)-6-(4-ethoxyphenyl)-9,9-dimethyl-3,6-diazabicyclo[3.2.2]nonane N1N=CC(=C1)CCN1C[C@@H]2CN([C@H](C1)C(C2)(C)C)C2=CC=C(C=C2)OCC